CN1C(=NC=2C1=NC=CC2)C2=C(C=C(C=C2C2=NC=1C(=NC=CC1)N2C)N2C=1C=CC=CC1C(C1=CC=CC=C21)(C)C)N2C=1C=CC=CC1C(C1=CC=CC=C21)(C)C 10,10'-(4,5-bis(3-methyl-3H-imidazo[4,5-b]pyridin-2-yl)-1,3-phenylene)bis(9,9-dimethyl-9,10-dihydroacridine)